2-chloro-N-methyl-7-(2,3,4-trifluorophenyl)-5,6-dihydropyrrolo[2,3-d]Pyrimidin-4-amine ClC=1N=C(C2=C(N1)N(CC2)C2=C(C(=C(C=C2)F)F)F)NC